OCC1=CC=C(C=C1)C=CC(=O)C1=CC=CC=C1 3-[4-(Hydroxymethyl)phenyl]-1-phenylprop-2-en-1-one